6-methoxy-1,1,2-trimethyl-7-nitro-1,2,3,4-tetrahydroisoquinoline COC=1C=C2CCN(C(C2=CC1[N+](=O)[O-])(C)C)C